FC=1C=C(C=C(C1)F)CC (S)-1-(3,5-difluorophenyl)ethan